(rel)-(R)-4-(3-hydroxy-3-(methoxymethyl)pent-1-yn-1-yl)-3-methoxybenzoic acid methyl ester COC(C1=CC(=C(C=C1)C#C[C@](CC)(COC)O)OC)=O |o1:11|